tert-butyl 7-[[3-(2,6-dibenzyloxy-3-pyridyl)-5-fluoro-1-methyl-indazol-6-yl]amino]-2-azaspiro[3.5]nonane-2-carboxylate C(C1=CC=CC=C1)OC1=NC(=CC=C1C1=NN(C2=CC(=C(C=C12)F)NC1CCC2(CN(C2)C(=O)OC(C)(C)C)CC1)C)OCC1=CC=CC=C1